5-(1-adamantyl)-7-prop-1-en-2-yl-pyrazolo[1,5-a]pyrimidine-2-carboxylic acid ethyl ester C(C)OC(=O)C1=NN2C(N=C(C=C2C(=C)C)C23CC4CC(CC(C2)C4)C3)=C1